1-(exo-3-((4-((4-([1,2,4]Triazolo[1,5-a]pyridin-7-yloxy)-3-methyl-phenyl)amino)pyrido[3,2-d]pyrimidin-6-yl)oxy)-8-azabicyclo[3.2.1]octan-8-yl)prop-2-en-1-one N=1C=NN2C1C=C(C=C2)OC2=C(C=C(C=C2)NC=2C1=C(N=CN2)C=CC(=N1)OC1CC2CCC(C1)N2C(C=C)=O)C